N-cyclopropyl-3-(difluoromethyl)-5-fluoro-N-(2-isopropylbenzyl)-1H-pyrazole-4-carboxamide C1(CC1)N(C(=O)C=1C(=NNC1F)C(F)F)CC1=C(C=CC=C1)C(C)C